C(C)(C)(C)OC(=O)N1CC(C1)C12CC(C1)(C2)C(N(C)OC)=O 3-[3-[methoxy(methyl)carbamoyl]-1-bicyclo[1.1.1]pentanyl]azetidine-1-carboxylic acid tert-butyl ester